6-(4-methylaminobenzyl)-3-(3-cyanobenzyl)-2,3,4,6-tetrahydropyrido[3,4-c][1,8]naphthyridine CNC1=CC=C(CN2C=C3C(C=4C=CC=NC24)=CCN(C3)CC3=CC(=CC=C3)C#N)C=C1